C1(CC1)C1=NN(C=C1C1=NC(=C(C=C1)F)C)[C@@H]1C[C@H](C1)CNC=1C=C2CN(C(C2=CC1)=O)[C@H]1C(NC(CC1)=O)=O (R)-3-(5-(((trans-3-(3-cyclopropyl-4-(5-fluoro-6-methylpyridin-2-yl)-1H-pyrazol-1-yl)cyclobutyl)methyl)amino)-1-oxoisoindolin-2-yl)piperidine-2,6-dione